methyl-Pyrazine CC1=NC=CN=C1